C1(=CC=CC=C1)C1(CCNCC1)NS(=O)(=O)C=1C=NC(=CC1)OC(F)(F)F N-(4-phenylpiperidin-4-yl)-6-(trifluoromethoxy)pyridine-3-sulfonamide